(S)-4-(2-(4-(9-benzyl-6-(1-methylcyclopropoxy)-9H-purin-8-yl)-3-chlorophenoxy)ethyl)-3-methylpiperazin-2-one C(C1=CC=CC=C1)N1C2=NC=NC(=C2N=C1C1=C(C=C(OCCN2[C@H](C(NCC2)=O)C)C=C1)Cl)OC1(CC1)C